COC1=NC=CC(=C1)C 2-methoxy-4-methylpyridin